CC(=O)OC1=CC=C(C=C1)[N+](=O)[O-] The molecule is a phenyl acetate resulting from the formal condensation of the hydroxy group of 4-nitrophenol with the carboxy group of acetic acid. It is a member of phenyl acetates and a member of nitrobenzenes. It derives from a 4-nitrophenol.